N-(1,3-benzodioxolan-4-ylmethyl)-2-(4-iodo-2,5-dimethoxyphenyl)ethylamine O1COC2=C1C=CC=C2CNCCC2=C(C=C(C(=C2)OC)I)OC